CN1CCC(CC1)=CC1=C(C=C(N)C=C1)C(F)(F)F 4-((1-methylpiperidin-4-ylidene)methyl)-3-(trifluoromethyl)aniline